3-[1-(3-aminopropyl)-1h-indol-3-yl]-4-(1-methyl-1h-indol-3-yl)-1h-pyrrole-2,5-dione NCCCN1C=C(C2=CC=CC=C12)C=1C(NC(C1C1=CN(C2=CC=CC=C12)C)=O)=O